5-(2-chlorobenzyl)-3-((2-fluoro-4-methylbenzyl)amino)-4H-benzo[e][1,2,4]thiadiazine 1,1-dioxide ClC1=C(CC2=CC=CC3=C2NC(=NS3(=O)=O)NCC3=C(C=C(C=C3)C)F)C=CC=C1